C(C)(C)(C)N1N=CC(=C1)C(=O)NCC1=NC(=NO1)C=1N(C2=CC=CC(=C2C1)N[C@H]1[C@H](CN(CC1)C)F)CC(F)(F)F 1-tert-butyl-N-{[3-(4-{[(3S,4R)-3-fluoro-1-methylpiperidin-4-yl]amino}-1-(2,2,2-trifluoroethyl)-1H-indol-2-yl)-1,2,4-oxadiazol-5-yl]methyl}-1H-pyrazole-4-carboxamide